7-Chloro-4-methylpyrido[3,4-d]pyridazin-1-ol ClC1=CC=2C(=C(N=NC2O)C)C=N1